[OH-].[Fe+2].[Ni+2].NCC1=CC=C(C=C1)NC(C)=O.[OH-].[OH-].[OH-] N-(4-(aminomethyl)phenyl)acetamide Nickel-iron hydroxide